C1CCC=2C(C=CC(C12)=O)=O 2,3-dihydro-1H-indene-4,7-dione